ClC1=NC=C(C(=C1)N1CC(CCC1)O)C#CC=1C=NN(C1)C1CCOCC1 1-(2-chloro-5-((1-(tetrahydro-2H-pyran-4-yl)-1H-pyrazol-4-yl)ethynyl)pyridin-4-yl)piperidin-3-ol